CN(C)CC1=CC(=CNC1=O)C1CN(CCC1(F)F)C(C(=O)NC1=NC=C(C=C1)OC1=CC=C(C=C1)F)C 2-(3-(5-((dimethylamino)methyl)-6-oxo-1,6-dihydropyridin-3-yl)-4,4-difluoropiperidin-1-yl)-N-(5-(4-fluorophenoxy)pyridin-2-yl)propanamide